FC(C(C(C(C(C(C(C(C(C(F)(F)F)(F)F)(F)F)(F)F)(F)F)(F)F)(F)F)(F)F)(F)F)(F)F Perfluorodecan